(R)-2-((R)-2,4-dimethylpiperazin-1-yl)-N-(3-(2-((2-fluoro-3-(methylsulfonyl)phenyl)amino)-5-methylpyrimidin-4-yl)-1H-indol-7-yl)-3-methoxypropanamide C[C@H]1N(CCN(C1)C)[C@@H](C(=O)NC=1C=CC=C2C(=CNC12)C1=NC(=NC=C1C)NC1=C(C(=CC=C1)S(=O)(=O)C)F)COC